CC=1C(=NC=CN1)C(=O)NC=1N=NN(C1)CC=1C(=NC(=NC1)N1C([C@@H]2C[C@@H]2C1)=O)C 3-methyl-N-(1-((4-methyl-2-((1R,5S)-2-oxo-3-azabicyclo[3.1.0]hexan-3-yl)pyrimidin-5-yl)methyl)-1H-1,2,3-triazol-4-yl)pyrazine-2-carboxamide